N[C@@H](CC(=O)OCC)C=1C(=C(C=C(C1F)C(F)(F)F)C1=C(C(=CC=C1C)C1CC1)C)F Ethyl (3S)-3-amino-3-(3'-cyclopropyl-2,4-difluoro-2',6'-dimethyl-5-(trifluoromethyl)-[1,1'-biphenyl]-3-yl)propanoate